2-[2-(aminomethyl)-3,3-difluoro-allyl]-4-[[5-(1-methylsulfonylpyrazol-4-yl)-2-thienyl]methyl]-1,2,4-triazol-3-one NCC(CN1N=CN(C1=O)CC=1SC(=CC1)C=1C=NN(C1)S(=O)(=O)C)=C(F)F